(E)-4-((4-([1,2,4]triazolo[1,5-a]pyridin-7-yloxy)-3-methylphenyl)amino)-5-(1-(4-(dimethylamino)-but-2-enoyl)azetidin-3-yl)pyrrolo[1,2-b]pyridazine-3-carbonitrile N=1C=NN2C1C=C(C=C2)OC2=C(C=C(C=C2)NC=2C=1N(N=CC2C#N)C=CC1C1CN(C1)C(\C=C\CN(C)C)=O)C